N1=CC=C(C=C1)C=1N=C(C2=C(N1)C=NC=C2)N2CCC1(CCN(C1)[C@H]1[C@@H](CC1)O)CC2 trans-2-(8-(2-(pyridin-4-yl)pyrido[3,4-d]pyrimidin-4-yl)-2,8-diazaspiro[4.5]decan-2-yl)cyclobutanol